C(C)(C)(C)OC(=O)N1[C@@H]2C[C@@H]2C[C@H]1C(=O)O (1R,3S,5R)-2-tert-butoxycarbonyl-2-azabicyclo[3.1.0]hexane-3-carboxylic acid